2-(3-{3-[(cyclobutylamino)methyl]pyrrolidin-1-yl}-1,2,4-triazin-6-yl)-5-(1H-pyrazol-4-yl)phenol C1(CCC1)NCC1CN(CC1)C=1N=NC(=CN1)C1=C(C=C(C=C1)C=1C=NNC1)O